O[C@]12[C@@H](C[C@H]3[C@@H]4CC[C@H]([C@@H](CCCC(C)C)C)[C@]4(CC[C@@H]3[C@]2(CC[C@@H](C1)O)C)C)NCCCNCCCCN 5α-hydroxy-6β-[3-(4-aminobutylamino)propylamino]cholestan-3β-ol